C(CSCCSCCS)S 3,6-dithia-1,8-octanedithiol